8-(4-(azetidin-1-ylmethyl)phenyl)-4-fluoro-1-methyl-2-(trifluoromethyl)chromeno[7,8-d]imidazol-6(1H)-one N1(CCC1)CC1=CC=C(C=C1)C=1OC2=C(C(C1)=O)C=C(C=1N=C(N(C12)C)C(F)(F)F)F